ethyl (trans-4-{[(3S,4R)-3-[{[3,5-bis(trifluoromethyl)phenyl](methyl)carbamoyl}(methyl)amino]-4-(4-fluorophenyl)pyrrolidin-1-yl]carbonyl}cyclohexyl)carbamate FC(C=1C=C(C=C(C1)C(F)(F)F)N(C(=O)N([C@@H]1CN(C[C@H]1C1=CC=C(C=C1)F)C(=O)[C@@H]1CC[C@H](CC1)NC(OCC)=O)C)C)(F)F